Cl.N[C@@H](C(=O)N1CCN(CC1)CC1=C(C=CC=C1)SC)C1CCN(CC1)CCC1=C(C=CC(=C1)Cl)C1=C(C=CC(=C1)O)F (R)-2-amino-2-(1-(2-(4-chloro-2'-fluoro-5'-hydroxy-[1,1'-biphenyl]-2-yl)ethyl)piperidin-4-yl)-1-(4-(2-(methylthio)benzyl)piperazin-1-yl)ethan-1-one hydrochloride